cis-3-((5-(3-chloroimidazo[1,2-a]pyrimidin-6-yl)pyrrolo[2,1-f][1,2,4]triazin-2-yl)amino)-1-methylcyclobutan-1-ol ClC1=CN=C2N1C=C(C=N2)C=2C=CN1N=C(N=CC12)NC1CC(C1)(O)C